BrCC(=O)NC=1C=C2C=C(C(OC2=CC1)=O)C 2-bromo-N-(3-methyl-2-oxo-2H-chromen-6-yl)acetamide